COC(=O)C=1C=C2C(=CC1)NC(C21CCN(CC1)CC1=C(C=C(C=C1)Cl)Cl)=O.ClC1=C(CN2CCC3(CC2)C(NC2=CC=C(C=C23)C(=O)O)=O)C=CC(=C1)Cl 1'-(2,4-dichlorobenzyl)-2-oxospiro[indoline-3,4'-piperidine]-5-carboxylic acid Methyl-1'-(2,4-dichlorobenzyl)-2-oxospiro[indoline-3,4'-piperidine]-5-carboxylate